FC1=C(NC=2C(=NC(=C(N2)NC)C=2C3=C(C=NC2)N(C=N3)C)C(=O)N)C=CC(=C1F)CN1[C@H]3CO[C@@H](C1)C3 3-[2,3-difluoro-4-[[(1r,4r)-2-oxa-5-azabicyclo[2.2.1]hept-5-yl]methyl]anilino]-5-(methylamino)-6-(3-methylimidazo[4,5-C]pyridin-7-yl)pyrazine-2-carboxamide